ClC=1C(=NC(=NC1)NC1CCOCC1)C1=CC=C2CN(C(C2=C1)=O)CC(=O)N[C@H](C)C1=NC(=CC=C1)C(F)F 2-(6-{5-chloro-2-[(oxan-4-yl)amino]pyrimidin-4-yl}-1-oxo-2,3-dihydro-1H-isoindol-2-yl)-N-[(1R)-1-[6-(difluoromethyl)pyridin-2-yl]ethyl]acetamide